FC([C@@H](C1=CC=C(C=C1)F)N1N=C(C(=C1)C1=CN=CC(=N1)C1=CC=2N(C=C1F)N=C(N2)N)C)(C)F |r| racemic-7-(6-(1-(2,2-difluoro-1-(4-fluorophenyl)propyl)-3-methyl-1H-pyrazol-4-yl)pyrazin-2-yl)-6-fluoro-[1,2,4]triazolo[1,5-a]pyridin-2-amine